(R)-2-amino-N-ethyl-2-(1-methylcyclobutyl)ethylamine N[C@@H](CNCC)C1(CCC1)C